10-silaphenanthrene C1=CC=CC=2C3=CC=CC=C3C=[SiH]C12